C[C@@H]1CN(C[C@@H]2N1CCC(C2)=O)C2=C1C=CC=NC1=C(C=C2)C#N 5-((4R,9aR)-4-methyl-8-oxooctahydro-2H-pyrido[1,2-a]pyrazin-2-yl)quinoline-8-carbonitrile